IC=1C=C(\C=C/2\C(N(C(C2)=O)CCCCCCC(=O)[O-])=O)C=CC1 (E)-7-(3-(3-iodobenzylidene)-2,5-dioxopyrrolidinyl)heptanoate